O=C1OCC2C3CC(C(C12)O3)OC(C(=C)C)=O 2-methyl-2-propenoic acid octahydro-3-oxo-4,7-epoxyisobenzofuran-5-yl ester